N1=CC=CC2=CC=C3C(=C12)C1=CC=CC=C1CC3 7,8-dihydronaphtho[2,1-h]quinoline